C(C(C)C)C1=CC=C(C=C1)C=1OC(C(N1)=CC1=CSC=C1)=O 2-(4-isobutyl-phenyl)-4-(thiophen-3-ylmethylene)oxazol-5(4H)-one